(3-{5-amino-6-[1-(2,6-dichloro-phenyl)-ethoxy]-pyrazin-2-yl}-phenyl)-((S)-3-amino-pyrrolidin-1-yl)-methanone NC=1N=CC(=NC1OC(C)C1=C(C=CC=C1Cl)Cl)C=1C=C(C=CC1)C(=O)N1C[C@H](CC1)N